N-(3-(2-bromo-2-(2-chloropyrimidin-4-yl)acetyl)-2-fluorophenyl)-2-chloro-6-(trifluoromethyl)benzenesulfonamide BrC(C(=O)C=1C(=C(C=CC1)NS(=O)(=O)C1=C(C=CC=C1C(F)(F)F)Cl)F)C1=NC(=NC=C1)Cl